C1(CC1)C1=CC(=NN1)NC1=NC(=NC=C1)N1C2CC(C1)(C2)COCCC N-(5-Cyclopropyl-1H-pyrazol-3-yl)-2-[4-(propoxymethyl)-2-azabicyclo[2.1.1]hexan-2-yl]pyrimidin-4-amine